FC(/C=C/C(=O)OCC)F ethyl (2E)-4,4-difluorobut-2-enoate